BrC1=CC2=C(C(N3[C@@H](CO2)CN(CC3)C(=O)OC(C)(C)C)=O)C=C1Cl tert-butyl (12aR)-9-bromo-8-chloro-6-oxo-3,4,12,12a-tetrahydro-6H-pyrazino[2,1-c][1,4]benzoxazepine-2(1H)-carboxylate